7-Hexadecenal C(CCCCCC=CCCCCCCCC)=O